CC1(CCS(CC1)(=O)=O)C1=CC=CC=2N1N=C(N2)C(=O)N (4-methyl-1,1-dioxo-thian-4-yl)-[1,2,4]triazolo[1,5-a]pyridine-2-carboxamide